(2R,3R,4R,5R)-2-(acetoxymethyl)-5-(5-(4-nitrophenethyl)-9-oxo-5,9-dihydro-3H-imidazo[1,2-a]purin-3-yl)tetrahydrofuran-3,4-diyl diacetate C(C)(=O)O[C@@H]1[C@H](O[C@H]([C@@H]1OC(C)=O)N1C=2N=C3N(C(C2N=C1)=O)C=CN3CCC3=CC=C(C=C3)[N+](=O)[O-])COC(C)=O